4-bromo-N-(4-(1-(4-(2-morpholinoethoxy)phenyl)-1H-1,2,3-triazol-4-yl)phenyl)benzamide BrC1=CC=C(C(=O)NC2=CC=C(C=C2)C=2N=NN(C2)C2=CC=C(C=C2)OCCN2CCOCC2)C=C1